ClC=1C=C(C(=NC1)N1C(C(N(C(C1)=O)CC1=CC=C(C=C1)C(F)(F)F)C1CCSCC1)=O)F 1-(5-chloro-3-fluoropyridin-2-yl)-3-(tetrahydro-2H-thiopyran-4-yl)-4-(4-(trifluoromethyl)benzyl)piperazine-2,5-dione